FC1(CN(CCC1N1N=C2C=C(C=CC2=C1)OC)C)F 2-(3,3-difluoro-1-methylpiperidin-4-yl)-6-methoxy-2H-indazole